ammonium tris(n-butyl) borate B(OCCCC)(OCCCC)OCCCC.[NH4+]